COC1=CC=2C3=C(NC2C=C1)[C@H](CC3)CC(=O)O (R)-2-(7-methoxy-1,2,3,4-tetrahydrocyclopenta[b]indol-3-yl)acetic acid